C(#N)CN(C(C1=CC=C(C=C1)F)=O)C=1C(=C(C(=O)Cl)C=CC1)F 3-[N-(cyanomethyl)-4-fluorobenzamido]-2-fluorobenzoyl chloride